C(C)(C)(C)N1N=C(C=2C[C@@H]3[C@H](C12)C3)C(=O)N[C@@](C(=O)O)(CC3=CC=C(C=C3)F)C (R)-2-[((1aR,5aR)-2-tert-Butyl-1a,2,5,5a-tetrahydro-1H-2,3-diaza-cyclopropa[a]pentalene-4-carbonyl)-amino]-3-(4-fluoro-phenyl)-2-methyl-propionic acid